ethyl (Z)-3-(bromomethyl)-4,4,4-trifluoro-but-2-enoate BrC\C(=C/C(=O)OCC)\C(F)(F)F